C1(CC1)C1=NC=NC(=C1C=1N=C(C2=C(N1)CCN(C2)C#N)NCC2=CC=C(C=C2)C=2N(C=C(N2)C(F)(F)F)C(C)C)OC 2-(4-cyclopropyl-6-methoxypyrimidin-5-yl)-4-((4-(1-isopropyl-4-(trifluoro-methyl)-1H-imidazol-2-yl)benzyl)amino)-7,8-dihydropyrido[4,3-d]pyrimidine-6(5H)-carbonitrile